(1,3-Bis[3,5-di(pyridine-3-yl)phenyl])benzene N1=CC(=CC=C1)C=1C=C(C=C(C1)C=1C=NC=CC1)C1=CC(=CC=C1)C1=CC(=CC(=C1)C=1C=NC=CC1)C=1C=NC=CC1